FC(C(=O)O)(F)F.ClC=1C=C2C=CN(C2=C(C1)C1=C2C(=NC=C1)C=C(S2)CN2C([C@@H](CC2=O)NC(C)=O)=O)CC2(CCNCC2)C#N (R)-N-(1-((7-(5-chloro-1-((4-cyanopiperidin-4-yl)methyl)-1H-indol-7-yl)thieno[3,2-b]pyridin-2-yl)methyl)-2,5-dioxopyrrolidin-3-yl)acetamide trifluoroacetate